ClC1=CC=C(C=C1)C=1N=C2N(C=CC=C2)C1CN1CC2CCC(C1)N2C(=O)N(CC)C2CCCCC2 3-{[2-(4-chlorophenyl)imidazo[1,2-a]pyridin-3-yl]methyl}-N-cyclohexyl-N-ethyl-3,8-diazabicyclo[3.2.1]octane-8-carboxamide